methyl 2-((3-chloro-4-fluoro-2-formylphenyl)amino)-4,5-difluorobenzoate ClC=1C(=C(C=CC1F)NC1=C(C(=O)OC)C=C(C(=C1)F)F)C=O